(2-(methylamino)ethyl)carbamat CNCCNC([O-])=O